2-(2-(cyclopropanesulfonylamino)pyrimidin-4-yl)-2-methyl-N-(4-(pyrazin-2-yl)phenyl)propanamide C1(CC1)S(=O)(=O)NC1=NC=CC(=N1)C(C(=O)NC1=CC=C(C=C1)C1=NC=CN=C1)(C)C